ClC1=NN2C(C(=NC(=C2)C2=C(C#N)C=CC=C2)Cl)=C1 (2,4-dichloropyrazolo[1,5-a]pyrazin-6-yl)benzonitrile